CC=1N=CC(=NC1)C(=O)NC1=CC(=CC=C1)S(NC1=CC(=CC=C1)C(F)(F)F)(=O)=O 5-methyl-N-(3-(N-(3-(trifluoromethyl)phenyl)sulfamoyl)phenyl)pyrazine-2-carboxamide